C1=CC(=C(C=C1NC(=O)CCl)F)F 2-chloro-N-(3,4-difluorophenyl)acetamide